FC1=CC(=CC(=C1)C(C)(C)N=C=O)F 1,3-difluoro-5-(2-isocyanatopropan-2-yl)benzene